2-methyl-6-(2,3,5,6-tetrafluoro-4'-(piperidin-1-ylmethyl)-[1,1'-biphenyl]-4-yl)-1H-benzo[d]imidazole-4-carboxylic acid CC1=NC2=C(N1)C=C(C=C2C(=O)O)C2=C(C(=C(C(=C2F)F)C2=CC=C(C=C2)CN2CCCCC2)F)F